2-[2-amino-3-(1H-indol-3-yl)-propionylamino]-2-methylpropanoic acid NC(C(=O)NC(C(=O)O)(C)C)CC1=CNC2=CC=CC=C12